C(C)OC(=O)C=1SC(=C(N1)C(=O)N1[C@H](CCC1)C)C=1C=NC(=CC1C(F)F)N[C@@H](C(F)(F)F)C 5-(4-(difluoromethyl)-6-(((R)-1,1,1-trifluoropropan-2-yl)amino)pyridin-3-yl)-4-((S)-2-methylpyrrolidine-1-carbonyl)thiazole-2-carboxylic acid ethyl ester